ClC1=NC=NC=2N(C(CN(C12)CC)=O)CC1=CC(=C(C=C1)OC)OC 4-chloro-8-[(3,4-dimethoxyphenyl)methyl]-5-ethyl-6H-pteridin-7-one